C(C)(C)C=1NC(=NN1)C=1C=C(C(=O)N2CCC(CC2)C2=CC=C(C#N)C=C2)C=CC1C 4-(1-(3-(5-isopropyl-4H-1,2,4-triazol-3-yl)-4-methylbenzoyl)piperidin-4-yl)benzonitrile